4-(((2r,5r)-1-(2-(6-(4-fluorobenzyl)-3,3-dimethyl-5-oxo-2,3,4,5-tetrahydro-1H-pyrrolo[3,2-b]pyridin-1-yl)-2-oxoethyl)-5-methylpiperazin-2-yl)methyl)-N-methylmorpholine-2-carboxamide FC1=CC=C(CC2=CC3=C(NC2=O)C(CN3C(CN3[C@H](CN[C@@H](C3)C)CN3CC(OCC3)C(=O)NC)=O)(C)C)C=C1